CS(=O)(=O)OCC12COC(C1)(C2)C (1-methyl-2-oxabicyclo[2.1.1]hexan-4-yl)methyl methanesulfonate